2-(7-(4-propyl-3-(trifluoromethyl)benzyloxy)-1,2,3,4-tetrahydrocyclopenta[b]indol-3-yl)acetic acid C(CC)C1=C(C=C(COC2=CC=3C4=C(NC3C=C2)C(CC4)CC(=O)O)C=C1)C(F)(F)F